ClC=1N(C2=CC=CC=C2C1C=O)C(=O)OC(C)(C)C tert-butyl 2-chloro-3-formyl-indole-1-carboxylate